(2R,4S)-6-chloro-4-hydroxy-N-[trans-4-({[5-(trifluoromethyl)pyridin-2-yl]methyl}carbamoyl)cyclohexyl]-3,4-dihydro-2H-1-benzopyran-2-carboxamide ClC=1C=CC2=C([C@H](C[C@@H](O2)C(=O)N[C@@H]2CC[C@H](CC2)C(NCC2=NC=C(C=C2)C(F)(F)F)=O)O)C1